4-oxo-2-thioxo-2,3,4,5-tetrahydro-1H-pyrrole O=C1CC(NC1)=S